COC=1C(=CC=2CCCCC2C1)S(=O)(=O)Cl 3-Methoxy-5,6,7,8-tetrahydro-naphthalene-2-sulfonyl chloride